CN1C(C2(C3=C1C=NC=1C=CC=CC31)CCC2)=O methyl-2',3'-dihydrospiro[cyclobutane-1,1'-pyrrolo[2,3-c]quinoline]-2'-one